CN(C)CC1=C(C=C(C=C1OC)C=1C2=C(C(N(C1)C)=O)C=C(S2)NC(=O)C2CN(CCC2)C(=O)OC(C)(C)C)OC tert-butyl 3-[(7-[4-[(dimethylamino)methyl]-3,5-dimethoxyphenyl]-5-methyl-4-oxothieno[3,2-c]pyridin-2-yl)carbamoyl]piperidine-1-carboxylate